C(C)OC1CCC(CC1)N1N=C(C(=C1)C1=C(N=C(O1)C=1C=NNC1)C(=O)N)C1=NC(=C(C=C1F)F)F (1-((1r,4r)-4-ethoxycyclohexyl)-3-(3,5,6-trifluoropyridin-2-yl)-1H-pyrazol-4-yl)-2-(1H-pyrazol-4-yl)oxazole-4-carboxamide